(7-methoxy-4-(4-(2-(sulfamoylamino) ethyl) piperidin-1-yl) quinazolin-6-yl) phosphate P(=O)(OC=1C=C2C(=NC=NC2=CC1OC)N1CCC(CC1)CCNS(N)(=O)=O)([O-])[O-]